(1S,3R)-3-(2-(2-fluorophenyl)-6-(2H-1,2,3-triazol-2-yl)-3H-imidazo[4,5-c]pyridin-3-yl)cyclohexan-1-amine FC1=C(C=CC=C1)C1=NC2=C(C=NC(=C2)N2N=CC=N2)N1[C@H]1C[C@H](CCC1)N